C1(CCCCC1)C1=C(C=C(C=C1OC)\C=C\C1=CC=CC=C1)OC (E)-2-cyclohexyl-1,3-dimethoxy-5-styryl-benzene